dimethyl 4,4'-(sulfinylbis(methylene))bis(2-(6-(1H-imidazol-1-yl)pyridazine-3-carboxamido)-5-fluorobenzoate) S(=O)(CC1=CC(=C(C(=O)OC)C=C1F)NC(=O)C=1N=NC(=CC1)N1C=NC=C1)CC1=CC(=C(C(=O)OC)C=C1F)NC(=O)C=1N=NC(=CC1)N1C=NC=C1